BrC1=C(C2=C(N(C(=N2)C)C)C=C1OC)Cl 5-bromo-4-chloro-6-methoxy-1,2-dimethyl-1H-benzo[d]imidazole